2-((2-(3-(tert-Butyl)phenyl)-1H-indol-5-yl)thio)-2-methylpropanoic acid C(C)(C)(C)C=1C=C(C=CC1)C=1NC2=CC=C(C=C2C1)SC(C(=O)O)(C)C